C(#N)C1=C(OC=2C=C3C(N(C=NC3=CC2)[C@H]2COC3(C2)CCNCC3)=O)C(=CC=C1NS(N(C)CC)(=O)=O)F (3R)-3-[6-[2-cyano-3-[[ethyl(methyl)sulfamoyl]amino]-6-fluoro-phenoxy]-4-oxo-quinazolin-3-yl]-1-oxa-8-azaspiro[4.5]decane